(1S,3S)-3-{[2-methyl-6-(1-methyl-5-{[5-(3-methylbutyl)-1H-1,2,3,4-tetrazol-1-yl]methyl}-1H-1,2,3-triazol-4-yl)pyridin-3-yl]oxy}cyclohexane-1-carboxylic acid CC1=NC(=CC=C1O[C@@H]1C[C@H](CCC1)C(=O)O)C=1N=NN(C1CN1N=NN=C1CCC(C)C)C